tert-butyl 3-cyano-3-(2-(((1r,4r)-4-(difluoromethyl)cyclohexyl)amino)-N-(4-(trifluoromethyl)benzyl)acetamido)azetidine-1-carboxylate C(#N)C1(CN(C1)C(=O)OC(C)(C)C)N(C(CNC1CCC(CC1)C(F)F)=O)CC1=CC=C(C=C1)C(F)(F)F